(3-bromo-2,5-difluorophenyl)pyrrolidine-1-sulfonamide BrC=1C(=C(C=C(C1)F)C1N(CCC1)S(=O)(=O)N)F